(-)-Benzyl 2-(2,4-dioxo-6-phenylhexahydrobenzofuran-3a(4H)-yl)acetate O=C1OC2C(C1)(C(CC(C2)C2=CC=CC=C2)=O)CC(=O)OCC2=CC=CC=C2